6-Methyl-4-(5-methyl-1,3,4-oxadiazol-2-yl)-N-(4-methylthiazol-2-yl)picolinamide CC1=CC(=CC(=N1)C(=O)NC=1SC=C(N1)C)C=1OC(=NN1)C